nonan-5-yl 13-oxopentacosanoate O=C(CCCCCCCCCCCC(=O)OC(CCCC)CCCC)CCCCCCCCCCCC